C(=C/C)/C1(CCCCCC1)O (Z)-1-(prop-1-en-1-yl)cycloheptan-1-ol